2-(5-(3,5-dichlorophenyl)-5-(trifluoromethyl)-4,5-dihydroisoxazol-3-yl)-N-(3,5-difluorobenzyl)-2,3-dihydro-1H-pyrrolo[3,4-c]pyridine-6-carboxamide ClC=1C=C(C=C(C1)Cl)C1(CC(=NO1)N1CC=2C=NC(=CC2C1)C(=O)NCC1=CC(=CC(=C1)F)F)C(F)(F)F